CN(CCC1=CNC2=CC=CC=C12)C 3-(2-(dimethylamino)ethyl)-1H-indole